9-chloro-4-(2-(dimethylamino)-2-oxoethyl)-N-(2-fluoro-6-methoxybenzyl)-3-methyl-5-oxo-2,3,4,5-tetrahydrobenzofuro[2,3-f][1,4]oxazepine-3-carboxamide ClC=1C=CC2=C(C1)C1=C(C(N(C(CO1)(C(=O)NCC1=C(C=CC=C1OC)F)C)CC(=O)N(C)C)=O)O2